neopentylene terephthalate C1(C2=CC=C(C(=O)OCC(CO1)(C)C)C=C2)=O